N-((S)-1-(4-(4-methylthiazol-5-yl)phenyl)ethyl)pyrrolidine-2-carboxamide trihydrochloride Cl.Cl.Cl.CC=1N=CSC1C1=CC=C(C=C1)[C@H](C)NC(=O)C1NCCC1